N-({(3S,4R)-2-[5-chloro-2-(2H-1,2,3-triazol-2-yl)benzoyl]-4-methyl-2-azabicyclo[3.1.1]heptan-3-yl}methyl)-5-(trifluoromethyl)pyrazin-2-amine ClC=1C=CC(=C(C(=O)N2C3CC([C@H]([C@H]2CNC2=NC=C(N=C2)C(F)(F)F)C)C3)C1)N1N=CC=N1